FC1=CC(=C(C=C1C1=CC=C(C=C1)OC(F)(F)F)NC(=O)C1=CNC(C=C1C(F)(F)F)=O)N1C[C@H](N([C@H](C1)C)C)C |r| N-[4-fluoro-2-[rac-(3R,5S)-3,4,5-trimethylpiperazin-1-yl]-5-[4-(trifluoromethoxy)phenyl]phenyl]-6-oxo-4-(trifluoromethyl)-1H-pyridine-3-carboxamide